CON=C(C#CC1=CC=CC=C1)C1=CC=C(C=C1)C 1-(4-methylphenyl)-3-phenyl-prop-2-yn-1-one-O-methyl oxime